3-isopropyl-5-methyl-2-thiouracil C(C)(C)N1C(NC=C(C1=O)C)=S